tert-butyl 4-[4-bromo-3-(morpholin-4-yl)pyrazol-1-yl]piperidine-1-carboxylate BrC=1C(=NN(C1)C1CCN(CC1)C(=O)OC(C)(C)C)N1CCOCC1